O=C1N(CC2=CC(=CC=C12)C1CCN(CC1)C1CNCC1)C1C(NC(CC1)=O)=O 3-[3-oxo-6-(1-pyrrolidin-3-ylpiperidin-4-yl)-1H-isoindol-2-yl]piperidine-2,6-dione